OC1=CC(=CC2=C1C(C(=CO2)I)=O)O 5,7-dihydroxy-3-iodo-4H-benzopyran-4-one